OC1=C(C=2C=CC3=CC=CC=C3C2C=C1C=1C=CC=2C=CC3=CC=CC=C3C2C1)O dihydroxy-3,3'-biphenanthrene